((Perfluorophenoxy)(phenoxy)phosphoryl)-L-alanine propyl ester C(CC)OC([C@@H](NP(=O)(OC1=CC=CC=C1)OC1=C(C(=C(C(=C1F)F)F)F)F)C)=O